C(C)(=O)NCC(C1=CC(=CC=C1)Cl)NC(=O)C1=CN(C=C1)C1=NC(=NC=C1C)NC1=CC2=C(OC(O2)(F)F)C=C1 N-(2-acetamido-1-(3-chlorophenyl)-ethyl)-1-(2-((2,2-difluorobenzo[d][1,3]dioxol-5-yl)-amino)-5-methyl-pyrimidin-4-yl)-1H-pyrrole-3-carboxamide